butenyl-bis-phenylacetylene C(=CCC)C1=C(C=CC=C1)C#CC1=CC=CC=C1